N-({5-[5-(difluoromethyl)-1,3,4-oxadiazol-2-yl]-1,3-thiazol-2-yl}methyl)-N-(5-methoxypyridin-3-yl)ethane-1-sulfonamide FC(C1=NN=C(O1)C1=CN=C(S1)CN(S(=O)(=O)CC)C=1C=NC=C(C1)OC)F